(7-{6-[(1S)-1-hydroxypropyl]-4-methylpyridin-3-yl}-2,6-naphthyridin-3-yl)cyclobutanecarboxamide O[C@@H](CC)C1=CC(=C(C=N1)C1=NC=C2C=C(N=CC2=C1)C1(CCC1)C(=O)N)C